COC1=NC=NC=C1 4-methoxypyrimidin